2-((4-Amino-3-(3-methyl-1H-indazol-6-yl)-1H-pyrazolo[3,4-d]pyrimidin-1-yl)methyl)-6-Fluoro-3-phenyl-4H-chromen-4-one NC1=C2C(=NC=N1)N(N=C2C2=CC=C1C(=NNC1=C2)C)CC=2OC1=CC=C(C=C1C(C2C2=CC=CC=C2)=O)F